(1,4-dimethylpyrazol-3-yl)boronic acid CN1N=C(C(=C1)C)B(O)O